3,6-dimethyl-8-((S)-1-((2-((S)-S-methylsulfonimidoyl)phenyl)amino)ethyl)-2-morpholino-quinazolin-4(3H)-one CN1C(=NC2=C(C=C(C=C2C1=O)C)[C@H](C)NC1=C(C=CC=C1)[S@](=O)(=N)C)N1CCOCC1